2-(3,4-dimethoxystyryl)-3',4'-dimethoxybiphenyl COC=1C=C(C=CC2=C(C=CC=C2)C2=CC(=C(C=C2)OC)OC)C=CC1OC